O=C1NC(CCC1N1C(C2=CC=C(C=C2C1=O)NCCCC1CCN(CC1)C(=O)OC(C)(C)C)=O)=O tert-butyl 4-(3-((2-(2,6-dioxopiperidin-3-yl)-1,3-dioxoisoindolin-5-yl)amino) propyl)piperidine-1-carboxylate